6-(3-isopropyl-5-(1-((4-methyl-4H-1,2,4-triazol-3-yl)methyl)piperidin-4-yl)-1H-indol-2-yl)-7-methyl-[1,2,4]triazolo[1,5-a]pyridine C(C)(C)C1=C(NC2=CC=C(C=C12)C1CCN(CC1)CC1=NN=CN1C)C=1C(=CC=2N(C1)N=CN2)C